(2R,3S)-2-(3-(5-bromo-4-methyl-1H-benzo[d]imidazol-1-yl)propyl)piperidin-3-ol dihydrochloride Cl.Cl.BrC1=C(C2=C(N(C=N2)CCC[C@H]2NCCC[C@@H]2O)C=C1)C